COC1=C(C=CC=C1C1=NN(C=N1)C)NC1=CC(=NC=2C=NNC(C21)=C=O)NC(=O)C2CC2 N-(4-((2-methoxy-3-(1-methyl-1H-1,2,4-triazol-3-yl)phenyl)amino)-5-carbonyl-5,6-dihydropyrido[2,3-d]pyridazin-2-yl)cyclopropanecarboxamide